1H-pyrazolo[4,3-b]pyridine-7-carboxylate N1N=CC2=NC=CC(=C21)C(=O)[O-]